tert-butyl (2S)-6-[(tert-butoxycarbonyl)amino]-2-(imidazole-1-carbonylamino)hexanoate C(C)(C)(C)OC(=O)NCCCC[C@@H](C(=O)OC(C)(C)C)NC(=O)N1C=NC=C1